C(CN(CC(=O)[O-])CC(=O)[O-])N(CC(=O)[O-])CC(=O)[O-].[Mg+2].[Na+].[Na+] disodium magnesium ethylenediaminetetraacetate salt